COCNCC(O)C1=CC(O)=C(O)C=C1 methoxy-adrenaline